4-chloro-2-cyclopropyl-2H-indazole ClC=1C2=CN(N=C2C=CC1)C1CC1